N-methyl-acetoacetamide CNC(CC(=O)C)=O